(2R,3R,4R,5R)-5-(2-amino-6-(methylamino)-9H-purin-9-yl)-2-((2-cyclohexylacetoxy)methyl)-4-fluoro-4-methyltetrahydrofuran-3-yl L-valinate N[C@@H](C(C)C)C(=O)O[C@@H]1[C@H](O[C@H]([C@]1(C)F)N1C2=NC(=NC(=C2N=C1)NC)N)COC(CC1CCCCC1)=O